N-((1-((2-((6-(4-amino-3,3-dimethylpiperidin-1-yl)pyridin-3-yl)oxy)-6-(3,5-dichlorophenyl)pyridin-4-yl)methyl)piperidin-4-yl)methyl)acetamide NC1C(CN(CC1)C1=CC=C(C=N1)OC1=NC(=CC(=C1)CN1CCC(CC1)CNC(C)=O)C1=CC(=CC(=C1)Cl)Cl)(C)C